2-(4-hydroxy-4-phenylpiperidin-1-yl)-N-(7-(hydroxyamino)-7-oxoheptyl)pyrimidine OC1(CCN(CC1)C1N(C=CC=N1)CCCCCCC(=O)NO)C1=CC=CC=C1